FC1=C(C=CC(=C1)F)C=1CCCC2=C(C1OS(=O)(=O)C(F)(F)F)C=CC(=C2)C(=O)[O-] 8-(2,4-difluorophenyl)-9-(((trifluoromethyl)sulfonyl)oxy)-6,7-dihydro-5H-benzo[7]annulene-3-carboxylate